6-fluoro-7-(2-fluorophenyl)-1-(2-isopropyl-4-methylpyridin-3-yl)pyrido[2,3-d]pyrimidin-2(1H)-one FC1=CC2=C(N(C(N=C2)=O)C=2C(=NC=CC2C)C(C)C)N=C1C1=C(C=CC=C1)F